tert-butyl (4-(6-bromopyrazolo[1,5-a]pyridin-4-yl)-2-fluorobenzyl)carbamate BrC=1C=C(C=2N(C1)N=CC2)C2=CC(=C(CNC(OC(C)(C)C)=O)C=C2)F